C(CCC)(=O)C1=CNC=C1 3-butyryl-pyrrole